cyclopentyl [(4-nitrophenyl)oxy]methanoate [N+](=O)([O-])C1=CC=C(C=C1)OC(=O)OC1CCCC1